FC1=C(OC2=C(N=C(S2)C(=O)NC2CCOCC2)C)C=CC(=C1)N1N=CN(C1=O)CC1=C(C=CC=C1)F 5-(2-fluoro-4-(4-(2-fluorobenzyl)-5-oxo-4,5-dihydro-1H-1,2,4-triazol-1-yl)phenoxy)-4-methyl-N-(tetrahydro-2H-pyran-4-yl)thiazole-2-carboxamide